(3-methoxy-4-methoxycarbonyl-phenyl)boronic acid COC=1C=C(C=CC1C(=O)OC)B(O)O